Ethyl 2-(4-isopropyl-5-(8-methyl-[1,2,4]triazolo[1,5-a]pyridin-6-yl)-1-((2-(trimethylsilyl)ethoxy)methyl)-1H-pyrazol-3-yl)-2-oxoacetate C(C)(C)C=1C(=NN(C1C=1C=C(C=2N(C1)N=CN2)C)COCC[Si](C)(C)C)C(C(=O)OCC)=O